OCCNC1=C(C=C(C=C1)NCCO)[N+](=O)[O-] 1,4-bis-(2-hydroxyethyl)amino-2-nitrobenzene